2-(6-Fluoro-5-(4-fluoro-3-(5-(8-hydroxy-2-(3-iodophenyl)-9-(methylamino)-nonan-2-yl)-1H-imidazol-2-yl)phenoxy)-1H-indol-4-yl)acetic acid FC1=C(C(=C2C=CNC2=C1)CC(=O)O)OC1=CC(=C(C=C1)F)C=1NC(=CN1)C(C)(CCCCCC(CNC)O)C1=CC(=CC=C1)I